OC1=CC=2N(C=C1C(=O)NC1=NN(C=C1)C)C=C(N2)C21COC(C2)(C1)C 7-Hydroxy-N-(1-methyl-1H-pyrazol-3-yl)-2-(1-methyl-2-oxabicyclo[2.1.1]hexan-4-yl)imidazo[1,2-a]pyridine-6-carboxamide